((3-hydroxy-5-(5,7,8-trihydroxy-4-oxochroman-2-yl)-1,2-phenylene)bis(oxy))bis(methylene) bis(3-hydroxypropanoate) OCCC(=O)OCOC1=C(C=C(C=C1O)C1OC2=C(C(=CC(=C2C(C1)=O)O)O)O)OCOC(CCO)=O